8-fluoro-N-methylindolizine-2-carboxamide FC1=CC=CN2C=C(C=C12)C(=O)NC